1,4-bis(3-methylpent-3-yl) 2-aminosuccinate NC(C(=O)OC(CC)(CC)C)CC(=O)OC(CC)(CC)C